2-[3-(ethylsulfonyl)pyridin-2-yl]-5-[trifluoro(methylsulfonyl)]-1,3-benzoxazole C(C)S(=O)(=O)C=1C(=NC=CC1)C=1OC2=C(N1)C=C(C=C2)S(=O)(=O)C(F)(F)F